NC1=NC=CC(=C1)C=1C=C2C=CN(C(C2=CC1)=O)CC=1C=C(C(=O)NC=2C=C3CCNCC3=CC2)C=CC1 3-((6-(2-aminopyridin-4-yl)-1-oxoisoquinolin-2(1H)-yl)methyl)-N-(1,2,3,4-tetrahydroisoquinolin-6-yl)benzamide